(4-(8-fluoro-7-(8-fluoronaphthalen-1-yl)-2-((hexahydro-1H-pyrrolizin-7a-yl)methoxy)pyrido[4,3-d]pyrimidin-4-yl)-1,4-oxazepan-2-yl)methanol FC1=C(N=CC2=C1N=C(N=C2N2CC(OCCC2)CO)OCC21CCCN1CCC2)C2=CC=CC1=CC=CC(=C21)F